racemic-N-[2-({[(1S,2S)-2-Aminocyclohexyl]methyl}amino)ethyl]acetamide hydrochloride Cl.N[C@@H]1[C@@H](CCCC1)CNCCNC(C)=O |r|